N-[3-(2-aminopyridin-3-yl)-1H-pyrrolo[2,3-b]pyridin-6-yl]cyclopropanecarboxamide NC1=NC=CC=C1C1=CNC2=NC(=CC=C21)NC(=O)C2CC2